NC(C)(C)C=1C=CC(=NC1)C1CC(C1)C1=NN2C(=NC=3C(=CC=CC3C2=N1)OC)N 2-((1r,3r)-3-(5-(2-aminopropan-2-yl)pyridin-2-yl)cyclobutyl)-7-methoxy-[1,2,4]triazolo[1,5-c]quinazolin-5-amine